(2R,4S)-2-Methyl-4-(4-methyl-1-((S)-tetrahydrofuran-3-yl)-1H-pyrazol-5-yl)piperidine trifluoroacetate FC(C(=O)O)(F)F.C[C@H]1NCC[C@@H](C1)C1=C(C=NN1[C@@H]1COCC1)C